NC1=C(C=C2C(=N1)C(C=1C(=CC=CC1O2)Cl)=O)C=2C=C(C=CC2)N2CCN(CC2)C(=O)OC(C)(C)C tert-butyl 4-(3-(2-amino-9-chloro-10-oxo-10H-chromeno[3,2-b]pyridin-3-yl)phenyl)piperazine-1-carboxylate